2-[4-(4-aminopiperidin-1-yl)-5-(3-fluoro-5-methylphenyl)pyridazin-3-yl]-3-chloro-1H-indole-6-carbonitrile NC1CCN(CC1)C1=C(N=NC=C1C1=CC(=CC(=C1)C)F)C=1NC2=CC(=CC=C2C1Cl)C#N